tin(II) methanol CO.[Sn+2]